COC1=CC2=C(N(C(O2)=O)CCNC(\C=C\C2=CC=C(C=C2)O)=O)C=C1 (E)-N-(2-(6-methoxy-2-oxo-2,3-dihydro-1,3-benzoxazol-3-yl)ethyl)-3-(4-hydroxyphenyl)acrylamide